(S)-1-(1-(3-chlorophenyl)-2-hydroxyethyl)-3-(1-(2-((2-chloro-phenyl)amino)-5-methylpyrimidin-4-yl)-1H-pyrazol-4-yl)urea ClC=1C=C(C=CC1)[C@@H](CO)NC(=O)NC=1C=NN(C1)C1=NC(=NC=C1C)NC1=C(C=CC=C1)Cl